methyl Methyl Carbonate C(OC)(OC)=O